trans-(2RS,3RS)-4-(2-pyridyldithio)tetrahydropyran-3-ol isopropyl-((((1R,2S,4S)-3-oxo-1-azabicyclo[2.2.1]heptan-2-yl)methoxy)(phenoxy)phosphoryl)-L-alaninate C(C)(C)N([C@H](C)C(=O)O[C@@H]1COCC[C@H]1SSC1=NC=CC=C1)P(=O)(OC1=CC=CC=C1)OC[C@@H]1N2CC[C@H](C1=O)C2 |&1:4|